2-(3-bromophenyl)-N-((6-(4-chlorophenyl)imidazo[2,1-b]thiazol-5-yl)methyl)ethan-1-amine BrC=1C=C(C=CC1)CCNCC1=C(N=C2SC=CN21)C2=CC=C(C=C2)Cl